1-(1-cyclobutylpiperidin-4-yl)-3-(4-(5-(difluoromethyl)-1,3,4-oxadiazol-2-yl)-2-fluorobenzyl)-5-fluoro-1,3-dihydro-2H-benzo[d]imidazol-2-one C1(CCC1)N1CCC(CC1)N1C(N(C2=C1C=CC(=C2)F)CC2=C(C=C(C=C2)C=2OC(=NN2)C(F)F)F)=O